C(#N)C1=C(C=CC=C1)CC(C=1SC2=C(N1)C=CC(=C2)OC)NS(=O)(=O)C2=CC=CC=C2 N-[2-(2-cyanophenyl)-1-(6-methoxy-1,3-benzothiazol-2-yl)ethyl]benzenesulfonamide